(3R)-3-{[2-(1-methyl-1H-pyrazol-5-yl)[1,2,4]triazolo[1,5-c]quinazolin-5-yl]amino}azepin-2-one CN1N=CC=C1C1=NN2C(=NC=3C=CC=CC3C2=N1)NC=1C(N=CC=CC1)=O